N-(2,6-dichlorophenyl)-4-ethoxy-2-{[1-(1-methylazetidin-3-yl)-1H-pyrazol-4-yl]amino}pyrimidine-5-carboxamide ClC1=C(C(=CC=C1)Cl)NC(=O)C=1C(=NC(=NC1)NC=1C=NN(C1)C1CN(C1)C)OCC